O[C@@H](C(=O)N1CC2=C(CCC1)N=C(NC2=O)C2(CC2)C=2SC=C(C2)C=C)C2=CC(=CC=C2)C(F)(F)F (R)-6-(2-hydroxy-2-(3-(trifluoromethyl)phenyl)acetyl)-2-(1-(4-vinylthiophen-2-yl)cyclopropyl)-3,5,6,7,8,9-hexahydro-4H-pyrimido[5,4-c]azepin-4-one